1,2,5-tris[tribromomethyl]imidazole BrC(N1C(=NC=C1C(Br)(Br)Br)C(Br)(Br)Br)(Br)Br